CC1=C(C(=O)N[C@H](C)C2=CC(=NC3=CC=CC=C23)C=2C=NN(C2)C)C=C(C=C1)N1C2CN(C(C1)C2)C 2-methyl-N-((R)-1-(2-(1-methyl-1H-pyrazol-4-yl)quinolin-4-yl)ethyl)-5-(5-methyl-2,5-diazabicyclo[2.2.1]heptan-2-yl)benzamide